N1=CC(=CC2=CC=CC=C12)N1C(NC2=NC=CC=C21)=O 1-(quinolin-3-yl)-1H-imidazo[4,5-b]pyridin-2(3H)-one